1-(((5S,7S)-3-(2-methoxy-6-methylpyridin-3-yl)-7-methyl-2-oxo-1-oxa-3-azaspiro[4.5]decane-7-yl)methyl)-1H-benzo[d]imidazole-6-carbonitrile COC1=NC(=CC=C1N1C(O[C@]2(C1)C[C@@](CCC2)(C)CN2C=NC1=C2C=C(C=C1)C#N)=O)C